ClC1=CC=C(C(=N1)C(=O)O)N[C@H](C)C=1C=C(C=C2C(N(C(=NC12)C1(CC1)C#N)C)=O)C (R)-6-chloro-3-((1-(2-(1-cyanocyclopropyl)-3,6-dimethyl-4-oxo-3,4-dihydroquinazolin-8-yl)ethyl)amino)picolinic acid